ClC1=CC=C2C(=CNC2=C1)S(=O)(=O)NC1=NC=C(C=C1C)I 6-chloro-N-(5-iodo-3-methylpyridin-2-yl)-1H-indole-3-sulfonamide